spiro[3.5]nonane-2-one O-(4-nitrophenyl) oxime [N+](=O)([O-])C1=CC=C(C=C1)ON=C1CC2(C1)CCCCC2